FC1=C(C=CC(=C1)O)C1=NN2C=NC=3C=CC=CC3C2=N1 2-(2-fluoro-4-hydroxyphenyl)[1,2,4]triazolo[1,5-c]quinazolin